1-(4-chlorophenyl)-3-(2,4-difluoro-3-(3-morpholinoquinoxaline-6-carbonyl)phenyl)urea ClC1=CC=C(C=C1)NC(=O)NC1=C(C(=C(C=C1)F)C(=O)C=1C=C2N=C(C=NC2=CC1)N1CCOCC1)F